fluoro-2-(methoxymethoxy)-4'-(methylsulfonyl)-[1,1'-biphenyl] FC=1C(=C(C=CC1)C1=CC=C(C=C1)S(=O)(=O)C)OCOC